NC1=NC=CC(=N1)C=1C2=C(C(=NC1)NCC=1C=C(C(=O)NC3=NC=C(C=C3)OCCN(C)C)C=CC1)CCO2 3-(((7-(2-Aminopyrimidin-4-yl)-2,3-dihydrofuro[3,2-c]pyridin-4-yl)amino)methyl)-N-(5-(2-(dimethylamino)ethoxy)pyridin-2-yl)benzamid